FC(CN1CCC2(CC1)OC1=C(C2)C=C(C(=C1)N1CCOCC1)NC(=O)C=1C=NN2C1N=CC=C2)F N-(1'-(2,2-difluoroethyl)-6-morpholino-3H-spiro[benzofuran-2,4'-piperidin]-5-yl)pyrazolo[1,5-a]pyrimidine-3-carboxamide